N,N'-disalicylidene-ethylenediamine C(C=1C(O)=CC=CC1)=NCCN=CC=1C(O)=CC=CC1